C(=O)OCC1CC2C(CC1)O2 4-epoxycyclohexyl-methyl formate